FC1=C(C(=CC=C1\C=C\1/CNCC1C)O)N1CC(NS1(=O)=O)=O (Z)-5-(2-fluoro-6-hydroxy-3-((4-methylpyrrolidin-3-ylidene)methyl)phenyl)-1,2,5-thiadiazolidin-3-one 1,1-dioxide